1-(3,5-di-tert-butyl-4-hydroxyanilino)-3,5-dioctylthio-s-triazine C(C)(C)(C)C=1C=C(NN2CN(CN(C2)SCCCCCCCC)SCCCCCCCC)C=C(C1O)C(C)(C)C